C(C)OC(C[C@H](C(F)(F)F)NC1=CC=C(C=C1)OC)=O (R)-Ethyl-4,4,4-trifluoro-3-((4-methoxyphenyl)amino)butanoate